tert-butyl trans-3-amino-2-methylazetidine-1-carboxylate N[C@H]1[C@@H](N(C1)C(=O)OC(C)(C)C)C